(R/S)-alpha-cyclopentyl-mandelic acid C1(CCCC1)[C@@](C(=O)O)(O)C1=CC=CC=C1 |r|